NC1=C(C=CC=C1)NC(C1=CC=C(C=C1)CS(=O)(=O)C1=NN2C(C(=N1)NC1=NNC(=C1)C)=CC=C2)=O N-(2-aminophenyl)-4-[[[4-[(5-methyl-1H-pyrazol-3-yl)amino]pyrrolo[2,1-f][1,2,4]triazin-2-yl]sulfonyl]methyl]benzamide